[Sc].[Li] lithium-scandium